COC1=C(C=C(C2=CC=CC=C12)OC)C 1,4-dimethoxy-2-methyl-naphthalene